N-(3-(2-ethylhexyloxy)propyl)-3-morpholinopropan-1-amine C(C)C(COCCCNCCCN1CCOCC1)CCCC